1-hydroxy-N'-(1-methylbutylidene)-2-naphthoylhydrazine OC1=C(C=CC2=CC=CC=C12)C(=O)NN=C(CCC)C